C(CCCCCCCCCCCCCCCCC)(=O)O.C(CCCCCCCCCCCCCCCCC)(=O)O.C(CC(O)(C(=O)O)CC(=O)O)(=O)O.OCC(O)CO glycerol citrate distearate